4-Chloro-N-cyclopropyl-5-fluoro-7-(4-oxo-4H-benzopyran-3-yl)quinoline-3-sulfonamide ClC1=C(C=NC2=CC(=CC(=C12)F)C1=COC2=C(C1=O)C=CC=C2)S(=O)(=O)NC2CC2